Cl.C(C1=CC=CC=C1)OC1=CC=C(C=2C=CC=NC12)NC1CCNCC1 8-(benzyloxy)-N-(piperidin-4-yl)quinolin-5-amine hydrochloride